NC(CCCN(CCO)CC)C 2-((4-aminopentyl)(ethyl)amino)ethanol